NC1=C(C(N(C2=CC(=CC=C12)C(F)(F)F)C1=C(C=C(C=C1)OC)C)=O)C(=O)OC methyl 4-amino-1-(4-methoxy-2-methylphenyl)-2-oxo-7-(trifluoromethyl)-1,2-dihydroquinoline-3-carboxylate